FC(C1=CC=C(C=C1)C=1N=NN(N1)CC1=NNC(=C1)C(=O)OCC)(F)F ethyl 3-[[5-[4-(trifluoromethyl)phenyl]tetrazol-2-yl]methyl]-1H-pyrazole-5-carboxylate